(2R)-2-(2,6-dichloropyridine-4-carbonyl)morpholine-4-carboxylic acid tert-butyl ester C(C)(C)(C)OC(=O)N1C[C@@H](OCC1)C(=O)C1=CC(=NC(=C1)Cl)Cl